(5-bromo-2-methyl-2H-indazol-3-yl)methanol BrC1=CC2=C(N(N=C2C=C1)C)CO